FC1=C(C=CC=C1C1=C(C=CC=C1)O)CC1N(CCCC1=O)C(=O)OC(C)(C)C tert-butyl 2-[[2-fluoro-3-(2-hydroxyphenyl)phenyl]methyl]-3-oxo-piperidine-1-carboxylate